1-(4-(3,4,5,6-tetrahydropyridin-2-yl)-1H-indol-1-yl)ethanone N1=C(CCCC1)C1=C2C=CN(C2=CC=C1)C(C)=O